COC1=CC=C(CN(C2=NC=CC(=C2)C)CC2=CC=C(C=C2)OC)C=C1 N,N-bis(4-methoxybenzyl)-4-methylpyridin-2-amine